2-phenyl-2-cyclohexyl-1,3-dimethoxypropane C1(=CC=CC=C1)C(COC)(COC)C1CCCCC1